bromoazauracil BrC1=NC(NC(N1)=O)=O